pelargonic acid butyl ester C(CCC)OC(CCCCCCCC)=O